2-methyl-4,5-diphenyl-1H-pyrrole-3-carboxylic acid ethyl ester C(C)OC(=O)C1=C(NC(=C1C1=CC=CC=C1)C1=CC=CC=C1)C